FC(CCNC(O[C@H]1C[C@H](CC1)C1=CC(=NN1)NC(CC=1SC=CN1)=O)=O)(F)F (1R,3S)-3-{3-[(1,3-thiazol-2-ylacetyl)amino]-1H-pyrazol-5-yl}cyclopentyl (3,3,3-trifluoropropyl)-carbamate